BrC=1C(=CC(=NC1)N)Cl 5-bromo-4-chloro-2-pyridineamine